dicyclopentyl(3,5-di-(trifluoromethoxy)phenyl)phosphine C1(CCCC1)P(C1=CC(=CC(=C1)OC(F)(F)F)OC(F)(F)F)C1CCCC1